ClCOP(O)(O)=O chloromethyl-phosphoric acid